C(CCC)NCC[C@H]1CC[C@H]2[C@@H]3CC=C4CCCC[C@]4(C)[C@H]3CC[C@]12C butylamino-pregn-5-en